5-(2,4-difluorophenyl)pyridin-3-ol FC1=C(C=CC(=C1)F)C=1C=C(C=NC1)O